COC(=O)C=1C(=C(C2=C(CCO2)C1)F)F 6,7-Difluoro-2,3-dihydrobenzofuran-5-carboxylic acid methyl ester